ClC1=C(C=C(C(=C1)C1(COC1)OCC1=CC(=CC=C1)C(F)(F)F)C)N=CN(C)CC N'-(2-chloro-5-methyl-4-(3-((3-(trifluoromethyl)benzyl)oxy)oxetan-3-yl)phenyl)-N-ethyl-N-methylformimidamide